C(C)(C)(C)OC(=O)N1[C@@H](CN([C@H](C1)C)C=1C2=C(N=CN1)N(C=C2C(F)(F)F)S(=O)(=O)C2=CC=C(C)C=C2)C (2r,5s)-2,5-dimethyl-4-(7-tosyl-5-(trifluoromethyl)-7H-pyrrolo[2,3-d]pyrimidin-4-yl)piperazine-1-carboxylic acid tert-butyl ester